BrC=1C=C(C(=NC1)NC1=CC=C(C=C1)CNC(O)=O)[N+](=O)[O-].C(C)(=O)OC1=C(C(=O)NC=2SC(=CN2)[N+](=O)[O-])C=CC=C1 2-(acetyloxy)-N-(5-nitro-2-thiazolyl)benzamide [[4-[(5-bromo-3-nitro-2-pyridyl)amino]phenyl]methyl]carbamate